1-(3-chloro-2-fluorobenzyl)-4-((3-fluoro-6-((4-methylthiazol-2-yl)amino)pyridin-2-yl)methyl)-2-methylpiperidine-4-carboxylic acid ClC=1C(=C(CN2C(CC(CC2)(C(=O)O)CC2=NC(=CC=C2F)NC=2SC=C(N2)C)C)C=CC1)F